N[C@H](C=1N=C2N(N=C(C(=C2)N(C)C)CC2(C(NC[C@@H](C2)C(F)(F)F)=O)C(=O)OC)C1)C1CCC(CC1)(F)F methyl (5R)-3-((2-((S)-amino(4,4-difluorocyclohexyl)methyl)-7-(dimethylamino)imidazo[1,2-b]pyridazin-6-yl)methyl)-2-oxo-5-(trifluoromethyl)piperidine-3-carboxylate